5-cyclopropyl-3-(2,6-dichlorophenyl)-4-((4-ethynyl-3-(trifluoromethyl)phenoxy)methyl)isoxazole C1(CC1)C1=C(C(=NO1)C1=C(C=CC=C1Cl)Cl)COC1=CC(=C(C=C1)C#C)C(F)(F)F